CN1CC(C1)NC(=O)C1=NC=NC=C1 N-(1-methylazetidin-3-yl)pyrimidine-4-carboxamide